C(C)(C)(C)OC(=O)N[C@H](C(=O)N1[C@@H]([C@H]2C([C@H]2C1)(C)C)C(=O)OC)C(C)(C)C methyl (1R,2S,5S)-3-((S)-2-((tert-butoxycarbonyl) amino)-3,3-dimethylbutanoyl)-6,6-dimethyl-3-azabicyclo[3.1.0]hexane-2-carboxylate